(2-(2-methoxyphenyl)propane-1,3-diyl)bis(7-methoxy-4,9-dihydro-3H-pyrido[3,4-b]indole) COC1=C(C=CC=C1)C(CC1=NCCC2=C1NC1=CC(=CC=C21)OC)CC2=NCCC1=C2NC2=CC(=CC=C12)OC